C(C)(C)(C)C1CC(C1)(F)F tert-butyl-(3,3-difluorocyclobutan)